dimethyl 2,6-diiodoheptanedioate IC(C(=O)OC)CCCC(C(=O)OC)I